COC1=C(C=C(C=C1C)NC1=C2C=3C(N(C(C3C=C1)=O)C)=CC1=C(N2C)N=CC=C1)C 5-((4-methoxy-3,5-dimethylphenyl)amino)-1,6-dimethyl-1,6-dihydro-2H-pyrido[3',2':6,7]azepino[4,3,2-cd]isoindol-2-one